C(N)(OCCNC1=NC(=C(N=C1Br)SC1=C(C(=NC=C1)Cl)Cl)C)=O (2-((3-bromo-5-((2,3-dichloropyridin-4-yl) thio)-6-methylpyrazin-2-yl) amino) ethyl) carbamate